4-(4-methylpiperazino)aniline CN1CCN(CC1)C1=CC=C(N)C=C1